2-(cyclobutoxy)-N-methoxy-N-methyl-acetamide C1(CCC1)OCC(=O)N(C)OC